CN(C)CC(C(C)=O)CC(C)C 3-[(dimethylamino)methyl]-5-methyl-2-hexanone